5-((2-acetylpyrimidin-4-yl)ethynyl)-1H-indazole-1-carboxylic acid tert-butyl ester C(C)(C)(C)OC(=O)N1N=CC2=CC(=CC=C12)C#CC1=NC(=NC=C1)C(C)=O